COC1=CC(=C2C(=C1)OC(=C(C2=O)OC)C3=CC(=C(C(=C3)OC)OC)OC)O The molecule is a pentamethoxyflavone that is myricetin in which the hydroxy groups at positions 3, 7, 3', 4' and 5' have been replaced by methoxy groups. It has been isolated from Combretum quadrangulare. It has a role as a metabolite, a plant metabolite and an antileishmanial agent. It is a pentamethoxyflavone and a monohydroxyflavone. It derives from a myricetin.